N1C=NC(=C1)C1=CN=CS1 5-(1H-imidazol-4-yl)thiazole